tungsten-copper nickel [Ni].[Cu].[W]